C(#N)C=1C=NN2C1C(=CC(=C2)C=2C=NN(C2)C)C2=NN=C(S2)C(=O)[O-].[K+] Potassium 5-(3-cyano-6-(1-methyl-1H-pyrazol-4-yl) pyrazolo[1,5-a]pyridin-4-yl)-1,3,4-thiadiazole-2-carboxylate